N1=CC=NC2=CC(=CC=C12)CC=1C(NC2=CC=CC=C2C1)=O 3-(quinoxalin-6-ylmethyl)quinolin-2(1H)-one